7,8-Dihydroxy-3-[(4-hydroxyphenyl)carbonyl]-2H-chromen-2-one OC1=CC=C2C=C(C(OC2=C1O)=O)C(=O)C1=CC=C(C=C1)O